CC1(CC1)NC1=NC(=CC2=CN=C(C=C12)N[C@@H]1CNCCC1)C#N (S)-1-((1-methylcyclopropyl)amino)-7-(piperidin-3-ylamino)-2,6-naphthyridine-3-carbonitrile